N1=CNC1 1,3-diazacyclobutene